[Na+].C(CCCCCCC\C=C/CCCCCCCC)(=O)OC(C)S(=O)(=O)[O-] oleoyloxyethanesulfonic acid sodium salt